di-tert-butyl ((4S)-2-hydroxy-5-(7-oxo-7,8-dihydrobenzo[5,6]azepino[3,4-b]indol-6(5H)-yl)pentane-1,4-diyl)dicarbamate OC(CNC(OC(C)(C)C)=O)C[C@@H](CN1C(C=2NC=3C=CC=CC3C2C2=C(C1)C=CC=C2)=O)NC(OC(C)(C)C)=O